ClC1=NC=C2NC(N(C2=N1)C1(CCOCC1)C#N)=O 4-(2-chloro-8-oxo-7,8-dihydro-9H-purin-9-yl)tetrahydro-2H-pyran-4-carbonitrile